2-(4-fluorophenoxy)-N-((3R,5S,6S)-5-methoxy-6-(5-(3-cis-(trifluoromethoxy)cyclobutyl)-1,3,4-oxadiazol-2-yl)tetrahydro-2H-pyran-3-yl)acetamide FC1=CC=C(OCC(=O)N[C@H]2CO[C@@H]([C@H](C2)OC)C=2OC(=NN2)C2(CCC2)OC(F)(F)F)C=C1